1-hexadecyl-3-methylimidazole bistrifluoromethanesulfonimide salt [N-](S(=O)(=O)C(F)(F)F)S(=O)(=O)C(F)(F)F.C(CCCCCCCCCCCCCCC)N1CN(C=C1)C